8-(1-(2,2-difluoroethyl)-1H-pyrazolo[3,4-b]pyrazin-6-yl)-2-((5-(trifluoromethyl)pyridin-3-yl)oxy)-8-azaspiro[4.5]decane FC(CN1N=CC=2C1=NC(=CN2)N2CCC1(CCC(C1)OC=1C=NC=C(C1)C(F)(F)F)CC2)F